ClC1=C2C(=NC=N1)NN=C2 4-chloro-1H-pyrazolo[3,4-d]Pyrimidine